(2S,5R)-5-[[2-(4-chlorophenoxy)acetyl]amino]-N-[(1R)-1-(4-chlorophenyl)ethyl]tetrahydropyran-2-carboxamide ClC1=CC=C(OCC(=O)N[C@@H]2CC[C@H](OC2)C(=O)N[C@H](C)C2=CC=C(C=C2)Cl)C=C1